O=C1NC(CCC1N1CC2=CC=C(C=C2C1=O)OC(N(C12CC(C1)(C2)N2CCCCC2)C)=O)=O (2-(2,6-dioxopiperidin-3-yl)-3-oxoisoindolin-5-yl)methyl(3-(piperidin-1-yl)bicyclo[1.1.1]pentan-1-yl)carbamate